BrC1=CC=C(C(=N1)F)COC1=CC=CC(=N1)C1=CC(=C(CC2=NC3=C(N2C[C@H]2OCC2)C=C(C=C3)C(=O)OC)C=C1F)F Methyl (S)-2-(4-(6-((6-bromo-2-fluoropyridin-3-yl)methoxy)pyridin-2-yl)-2,5-difluorobenzyl)-1-(oxetan-2-ylmethyl)-1H-benzo[d]imidazole-6-carboxylate